(R)-1-(5-(1,3-dioxolan-2-yl)pyridin-3-yl)-3-hydroxy-3-methylindolin-2-one O1C(OCC1)C=1C=C(C=NC1)N1C([C@](C2=CC=CC=C12)(C)O)=O